C1(CCC1)OC=1C=C(C=CC1)C1=CC(=NN1C1=C(C=CC=C1)F)CO [5-(3-Cyclobutoxyphenyl)-1-(2-fluorophenyl)-1H-pyrazol-3-yl]methanol